C(C)(C)(C)OC(=O)NC1CCC(CC1)(C(=O)N[C@H](C(=O)OC)CCCCCCCC1=NC=2NCCCC2C=C1)C methyl (S)-2-(4-((tert-butoxycarbonyl)amino)-1-methylcyclohexane-1-carboxamido)-9-(5,6,7,8-tetrahydro-1,8-naphthyridin-2-yl)nonanoate